(2S,4R)-1-(2-(3-acetyl-5-(2-methylpyrazolo[1,5-a]pyrimidin-6-yl)-1H-indazol-1-yl)acetyl)-N-(6-bromo-4-chloropyridin-2-yl)-4-fluoropyrrolidine-2-carboxamide C(C)(=O)C1=NN(C2=CC=C(C=C12)C=1C=NC=2N(C1)N=C(C2)C)CC(=O)N2[C@@H](C[C@H](C2)F)C(=O)NC2=NC(=CC(=C2)Cl)Br